3-(3,5-dimethyl-1H-pyrazol-1-yl)phenol CC1=NN(C(=C1)C)C=1C=C(C=CC1)O